tert-Butyl (3S,5R)-3-(4-(6-chloro-4-oxo-3,4-dihydro-7H-pyrrolo[2,3-d]pyrimidin-7-yl)phenyl)-5-methylmorpholine-4-carboxylate ClC1=CC2=C(N=CNC2=O)N1C1=CC=C(C=C1)[C@@H]1N([C@@H](COC1)C)C(=O)OC(C)(C)C